CN1C=NC=C1C(=O)ON=CC1=C(C=CC=C1)Br 2-Bromobenzaldehyde-O-(1-methyl-1H-imidazole-5-carbonyl) oxime